FC1=CC(=C(C=C1)C1=CC(=CC=C1)NC(OC(C)(C)C)=O)C tert-butyl (4'-fluoro-2'-methyl-[1,1'-biphenyl]-3-yl)carbamate